3-Hydroxypropyl-3-phenyloxetane OCCCC1OCC1C1=CC=CC=C1